FC(OC1=CC=CC=2C(N([C@H]3C=4N([C@@H](C21)C3)C3=C(N4)C=CC(=C3)C#CC=3C=NN(C3C#N)C)C([2H])([2H])[2H])=O)F 4-(((7R,14R)-1-(difluoromethoxy)-6-(methyl-d3)-5-oxo-5,6,7,14-tetrahydro-7,14-methanobenzo[f]benzo[4,5]imidazo[1,2-a][1,4]diazocin-11-yl)ethynyl)-1-methyl-1H-pyrazole-5-carbonitrile